N1(CCC1)C=1C=C(C=NC1)C=1N=NN(C1)CC=1N=C2N(C=C(C=C2)CN2CCC(CC2)(C)C)C1 2-((4-(5-(azetidine-1-yl)pyridin-3-yl)-1H-1,2,3-triazol-1-yl)methyl)-6-((4,4-dimethylpiperidin-1-yl)methyl)imidazo[1,2-a]pyridine